1-octyl-3-methylimidazole-L-arginine salt N[C@@H](CCCNC(N)=N)C(=O)O.C(CCCCCCC)N1CN(C=C1)C